methyl-carboxylate (2-phenylpropanoate) C1(=CC=CC=C1)C(C(=O)O)C.CC(=O)O